FC1=CC(=C(C=C1)B1OC(C(O1)(C)C)(C)C)C 2-(4-fluoro-2-methylphenyl)-4,4,5,5-tetramethyl-1,3,2-dioxaborolane